C1(=CC(=CC=C1)C1=NNC2=NC=NC(=C21)N)C 3-m-tolyl-1H-pyrazolo[3,4-d]pyrimidin-4-amine